NCCNC(=O)C1=CC=C(CSC(CCCN)=O)C=C1 4-Aminothiobutanoic acid S-(4-((2-aminoethyl) carbamoyl) benzyl) ester